C(#N)C=1C=CC=C2C(CCN(C12)C(=O)OC(C)(C)C)N1C(N(C2=NC(=NC=C2C1)SC)C)=O tert-butyl 8-cyano-4-(1-methyl-7-methylsulfanyl-2-oxo-4H-pyrimido[4,5-d]pyrimidin-3-yl)-3,4-dihydro-2H-quinoline-1-carboxylate